6-(3-Fluoro-1H-pyrazol-4-yl)-N-(tetrahydro-2H-pyran-4-yl)-5-(2,2,2-trifluoroethoxy)-[1,2,4]triazolo[1,5-a]pyrazin-2-amine FC1=NNC=C1C=1N=CC=2N(C1OCC(F)(F)F)N=C(N2)NC2CCOCC2